quinoline-2-carboxamide phthalate C(C=1C(C(=O)O)=CC=CC1)(=O)O.N1=C(C=CC2=CC=CC=C12)C(=O)N